Tert-butyl 1-(4-bromophenyl)-3-hydroxy-1,4,6,7-tetrahydro-5H-pyrazolo[4,3-c]pyridine-5-carboxylate BrC1=CC=C(C=C1)N1N=C(C=2CN(CCC21)C(=O)OC(C)(C)C)O